CSCC(=O)O 2-(methylthio)acetic acid